5-(4-(6-acetamidopyridazin-3-yl)butyl)-N-(3-(trifluoromethoxy)benzyl)-1,3,4-thiadiazole-2-carboxamide C(C)(=O)NC1=CC=C(N=N1)CCCCC1=NN=C(S1)C(=O)NCC1=CC(=CC=C1)OC(F)(F)F